C2-chloro-5-(methylthio)pyridine tert-butyl-rac-(3S)-3-(4-tert-butoxyanilino)pyrrolidine-1-carboxylate C(C)(C)(C)OC(=O)N1C[C@H](CC1)NC1=CC=C(C=C1)OC(C)(C)C.ClC1=NC=C(C=C1)SC |r|